4-amino-8-bromo-3-(propylcarbamoyl)isoquinoline-2-carboxylic acid ammonium salt [NH4+].NC1=C(N(CC2=C(C=CC=C12)Br)C(=O)[O-])C(NCCC)=O